COC=1C=CC=C2C(=CNC12)C1=NC=C(C2=C1CNC2=O)NC2=NC=C(C=C2)N2CCN(CC2)C 4-(7-methoxy-1H-indol-3-yl)-7-[[5-(4-methylpiperazin-1-yl)-2-pyridyl]amino]-2,3-dihydropyrrolo[3,4-c]pyridin-1-one